Pentamethylcyclopentadienyl-dimethyl-(1-tert-butyl-6,6-diethyl-1,5,6,7-tetrahydro-s-indacenyl)hafnium CC1=C(C(=C(C1([Hf](C1(C=CC2=CC=3CC(CC3C=C12)(CC)CC)C(C)(C)C)(C)C)C)C)C)C